C(C)(C)(C)OC(=O)N1CC([C@@H](CC1)CCN)(F)F |r| (±)-4-(2-aminoethyl)-3,3-difluoropiperidine-1-carboxylic acid tert-butyl ester